FC=1C(=C(C=C(C1F)O)[C@H]1[C@@H](O[C@]([C@H]1C)(C(F)(F)F)C)C(=O)NC1=CC(=NC=C1)C(=O)N)OC 4-((2R,3S,4S,5R)-3-(3,4-difluoro-5-hydroxy-2-methoxyphenyl)-4,5-dimethyl-5-(trifluoromethyl)tetrahydrofuran-2-carboxamido)picolinamide